C(#C)C1=CC=CC2=C1N=C(S2)NC(C2=C(C=C(C=C2F)N2CCN(CC2)C)F)=O N-(4-ethynylbenzo[d]thiazol-2-yl)-2,6-difluoro-4-(4-methylpiperazin-1-yl)benzamide